3-(4-cyano-3,5-difluorophenyl)-N-(4-methyl-3-(3-methylpyridin-4-yl)-1H-pyrazol-5-yl)propenamide C(#N)C1=C(C=C(C=C1F)C=CC(=O)NC1=C(C(=NN1)C1=C(C=NC=C1)C)C)F